isopropyl N-[4-(5-bromothiazol-2-yl)phenyl]-N-methyl-carbamate BrC1=CN=C(S1)C1=CC=C(C=C1)N(C(OC(C)C)=O)C